1-octyl-2-methylindol C(CCCCCCC)N1C(=CC2=CC=CC=C12)C